C1(CC1)N1C=C(C(C2=CC(=C(C=C12)N1CCN(CC1)C(C)=O)F)=O)C(C=CC=1OC=CC1)=O 1-cyclopropyl-6-fluoro-7-(4-acetylpiperazin-1-yl)-3-[3-(furan-2-yl)acryloyl]quinolin-4(1H)-one